OC1CNCCC12COC1=C3CN(C(C3=CC=C12)=O)N1C(CCCC1=O)=O (3'-hydroxy-6-oxo-6,8-dihydro-2H,7H-spiro[furo[2,3-e]isoindol-3,4'-piperidin]-7-yl)piperidine-2,6-dione